BrCC=1C=C2C(CCOC2=C(C1)C=1C(=NN(C1)CC)C(F)(F)F)=O 6-(Bromomethyl)-8-(1-ethyl-3-(trifluoromethyl)-1H-pyrazol-4-yl)chroman-4-one